C(C)OCC1=C(C=C(C=C1)C)N1/C(/SCC1=O)=N/C(=O)NC1=CC=C(C=C1)C=1N=NN(C1)C1=CC=C(C=C1)OC(F)(F)F (Z)-1-(3-(2-(ethoxymethyl)-5-methylphenyl)-4-oxothiazolidin-2-ylidene)-3-(4-(1-(4-(trifluoromethoxy)phenyl)-1H-1,2,3-triazol-4-yl)phenyl)urea